1-amino-6-ethylthio-3-neopentyl-1,3,5-triazine-2,4(1H,3H)-dione NN1C(N(C(N=C1SCC)=O)CC(C)(C)C)=O